ClC1=NC=CC(=N1)OCC chloro-4-ethoxypyrimidin